4'-{[(4-methoxyphenyl)methyl]sulfamoyl}[1,1'-biphenyl]-4-yl-2,4-dichlorobenzene COC1=CC=C(C=C1)CNS(=O)(=O)C1=CC=C(C=C1)C1=CC=C(C=C1)C1=C(C=C(C=C1)Cl)Cl